COC1=CC(=C2C(=C1)C=C3C[C@H](OC(=O)C3=C2O)CC(=O)OC)O The molecule is a naphthopyran that is 3,4-dihydro-naphtho[2,3-c]pyran-1-one which is sustituted by a 2-methoxy-2-oxoethyl group at position 3, a methoxy group at position 7, and hydroxy groups at positions 9 and 10 (the 3S enantiomer). It is produced by the fungus Paecilomyces variotii, isolated from the larvae of the mountain pine beetle Dendroctonus ponderosae. The biological precursor of viriditoxin. It has a role as a fungal metabolite. It is a heptaketide, a member of phenols, a methyl ester, a delta-lactone and a naphtho-alpha-pyrone.